C(C)(C)(C)OC(=O)N1CCC(CC1)OC1=NC(=CN=C1)NC1=NNC(=C1)OC.B([O-])(O)O.FC(C(=O)O)F.[Li+] Lithium difluoroacetate borate tert-butyl-4-((6-((5-methoxy-1H-pyrazol-3-yl)amino)pyrazin-2-yl)oxy)piperidine-1-carboxylate